BrC=1C=C(C(=O)NCC2=CC=C(C=C2)OC)C(=CN1)F 2-bromo-5-fluoro-N-(4-methoxybenzyl)isonicotinamide